L-9-methoxy-9-bromo-bicyclo[3.3.1]nonane COC1(C2CCCC1CCC2)Br